IC=1C=NC2=CC(=NC(=C2C1)OC1CCC(CC1)NC1=NC=CC=N1)N1CCOCC1 N-[4-[(3-iodo-7-morpholino-1,6-naphthyridin-5-yl)oxy]cyclohexyl]pyrimidin-2-amine